C[C@@H]1CCN2C(O1)=C(C(=N2)C=2C=NC(=CC2)N2[C@@H]1CO[C@H](C2)C1)C(=O)OCC Ethyl (5R)-5-methyl-2-[6-[(1S,4S)-2-oxa-5-azabicyclo[2.2.1]heptan-5-yl]pyridin-3-yl]-6,7-dihydro-5H-pyrazolo[5,1-b][1,3]oxazine-3-carboxylate